N=1C=CN2C1C=CC(=C2)C=2C=CN1N=C(N=CC12)S(=O)C 5-(imidazo[1,2-a]pyridin-6-yl)-2-(methylsulfinyl)pyrrolo[2,1-f][1,2,4]triazine